4-(4,6-diphenyl-1,3,5-triazin-2-yl)-[1,1'-biphenyl] C1(=CC=CC=C1)C1=NC(=NC(=N1)C1=CC=CC=C1)C1=CC=C(C=C1)C1=CC=CC=C1